bis(1,3-dimercapto-2-propyl) sulfide SCC(CS)SC(CS)CS